4-chloro-5-(4-(4-fluoro-2-nitrophenoxy)-5,8-dihydropyrido[3,4-d]pyrimidin-7(6H)-yl)pyridazin-3(2H)-one ClC=1C(NN=CC1N1CC=2N=CN=C(C2CC1)OC1=C(C=C(C=C1)F)[N+](=O)[O-])=O